O[C@@H]1[C@H](C[C@H](C1)NC1=NC=NC=C1C(=O)C=1SC=C(C1)CN1C=C(C=C1)C)CNS(=O)(=O)OCCC=CCCCC oct-3-en-1-ol [(1R,2S,4R)-2-Hydroxy-4-{[5-({4-[(3-methyl-1H-pyrrol-1-yl)methyl]-2-thienyl}carbonyl)pyrimidin-4-yl]amino}cyclopentyl]methyl-sulfamate